N-t-butyl-5-methylisoxazolium perchlorate Cl(=O)(=O)(=O)[O-].C(C)(C)(C)[N+]=1OC(=CC1)C